CC1=C(C#[N+][O-])C(=CC(=C1OCCN1C(NCC1)=O)C)C 2,4,6-trimethyl-3-[2-(2-oxoimidazolidin-1-yl)ethoxy]benzonitril-oxide